C(C)(C)(C)CN(C(O)=O)C1CCN(CC1)C=1C=C2C(=NC1)C(=NN2C)C=2C(=NC(=CC2)OCC2=CC=CC=C2)OCC2=CC=CC=C2.N[C@@H](CC2=CC=CC=C2)C(=O)O L-phenylalanine tert-Butyl-N-[1-[3-(2,6-dibenzyloxy-3-pyridyl)-1-methyl-pyrazolo[4,3-b]pyridin-6-yl]-4-piperidyl]-N-methyl-carbamate